FC(OC1=C2C=C(C(NC2=CC(=C1)CO)=O)C)F 5-(difluoromethoxy)-7-(hydroxymethyl)-3-methylquinolin-2(1H)-one